C=CCCCCCCCCCCCCCCCCCCCCC n-Tricosanen